CN(CCC=C(C(=O)N)C)C 2-dimethylaminoethylmethacrylamide